4-(6-(6-((5-fluoro-6-methoxypyridin-3-yl)methyl)-3,6-diazabicyclo[3.1.1]heptan-3-yl)pyridin-3-yl)-6-hydroxypyrazolo[1,5-a]pyridine-3-Formonitrile FC=1C=C(C=NC1OC)CN1C2CN(CC1C2)C2=CC=C(C=N2)C=2C=1N(C=C(C2)O)N=CC1C#N